C(#N)C1=C(C=C(C=C1)N1[C@H](O[C@@H](C1)C(=O)NC1CCNCC1)C(F)(F)F)C(F)(F)F (2R,5S)-3-(4-Cyano-3-(trifluoromethyl)phenyl)-N-(piperidin-4-yl)-2-(trifluoromethyl)oxazolidin-5-carboxamid